P(=O)([O-])([O-])[O-].[Ag+].[Zn+2].[Ag+] silver-zinc silver phosphate